3,4,5-Trimethoxyphenylglyoxal COC=1C=C(C=C(C1OC)OC)C(=O)C=O